C(C)C1=C2NC(C=3N(C2=C(C(=C1)C=1C=C(C=C2C(=CNC12)C)F)F)C(=NN3)C)(C)C 6-Ethyl-9-fluoro-8-(5-fluoro-3-methyl-1H-indol-7-yl)-1,4,4-trimethyl-5H-[1,2,4]triazolo[4,3-a]quinoxaline